N-(6-amino-5-ethylpyridin-3-yl)-2-((2R,5S)-2-(2-((1,4-dimethylpiperidin-4-yl)methyl)benzo[d]thiazol-5-yl)-5-methylpiperidin-1-yl)-2-oxoacetamide NC1=C(C=C(C=N1)NC(C(=O)N1[C@H](CC[C@@H](C1)C)C=1C=CC2=C(N=C(S2)CC2(CCN(CC2)C)C)C1)=O)CC